N-tert-butoxycarbonyl-3-piperidinol C(C)(C)(C)OC(=O)N1CC(CCC1)O